2-(2-(1-(tert-butoxycarbonyl)-1H-pyrazol-4-yl)-4,6-bis(trifluoromethyl)phenyl)acetic acid C(C)(C)(C)OC(=O)N1N=CC(=C1)C1=C(C(=CC(=C1)C(F)(F)F)C(F)(F)F)CC(=O)O